1-bromo-3-((4-methoxybenzyl)oxy)naphthalene BrC1=CC(=CC2=CC=CC=C12)OCC1=CC=C(C=C1)OC